FC(C=1C(=C(C=CC1)[C@@H](C)NC1=NN=C(C=2C1=CN(C(C2)=O)CCC2(CC2)OC(C2=CC=CC=C2)=O)C)F)F (R)-(1-((4-((1-(3-(difluoromethyl)-2-fluorophenyl)ethyl)amino)-1-methyl-7-oxopyrido[3,4-d]pyridazine-6(7H)-yl)methyl methyl)cyclopropyl)benzoate